(E)-7-dodecene CCCCCC\C=C\CCCC